3-fluoro-2-(6-(methyl(2,2,6,6-tetramethylpiperidin-4-yl)amino)pyridazin-3-yl)-5-(1H-pyrazol-4-yl)phenol hydrochloride salt Cl.FC=1C(=C(C=C(C1)C=1C=NNC1)O)C=1N=NC(=CC1)N(C1CC(NC(C1)(C)C)(C)C)C